3-(1-ethyl-1H-benzo[d]imidazol-2-yl)-N-hydroxybenzoamide C(C)N1C(=NC2=C1C=CC=C2)C=2C=C(C(=O)NO)C=CC2